CNC(CC1=NC(=NC(=C1)NC1=NC(=NC=C1)NC1=CC=C(C=C1)N1CCNCC1)C1=NC(=CC=C1)C)=O N-methyl-2-[2-(6-methyl-2-pyridyl)-6-[[2-(4-piperazin-1-ylanilino)pyrimidin-4-yl]amino]pyrimidin-4-yl]acetamide